2-[3-ethylsulfanyl-4-[7-methyl-3-(trifluoromethyl)imidazo[4,5-c]pyridazin-6-yl]phenoxy]-2-methyl-propanamide C(C)SC=1C=C(OC(C(=O)N)(C)C)C=CC1C1=NC2=C(N=NC(=C2)C(F)(F)F)N1C